2-(imidazo[1,2-a]pyridin-5-ylmethoxy)-5-methoxybenzaldehyde N=1C=CN2C1C=CC=C2COC2=C(C=O)C=C(C=C2)OC